C(#N)C1=C(SC2=C1C(=NC=C2F)C=2C1=C(C=3C=NC(=NC3C2F)N2C3C(CC2)CN(C3)C)COC1)NC(OC(C)(C)C)=O tert-Butyl (3-cyano-7-fluoro-4-(5-fluoro-3-(5-methylhexahydropyrrolo[3,4-b]pyrrol-1(2H)-yl)-7,9-dihydrofuro[3,4-f]quinazolin-6-yl)thieno[3,2-c]pyridin-2-yl)carbamate